3-((3-fluoro-4-(4-(piperidin-4-yl)piperazin-1-yl)phenyl)amino)piperidine-2,6-dione FC=1C=C(C=CC1N1CCN(CC1)C1CCNCC1)NC1C(NC(CC1)=O)=O